C(C)(C)(C)N(C(=O)OCC1=CC(=CC(=C1)OCOC)OCOC)C1=CC=C(C=C1)C(NCC1=NC=CC(=C1)Br)=O (3,5-bis(methoxyl-methoxy)phenyl)methanol tert-butyl-(4-(((4-bromopyridin-2-yl)methyl)carbamoyl)phenyl)carbamate